(R)-2,2-dimethyl-1,3-dioxolan-4-yl-2,2-dimethyl-tetrahydrofuro[2,3-d][1,3]dioxole CC1(OCC(O1)[C@]12OC(OC1CCO2)(C)C)C